ClC(C1=C(N=CN1C(C)C)[N+](=O)[O-])Cl 5-(dichloromethyl)-1-isopropyl-4-nitro-1H-imidazole